1,10-Decamethylene Glycol Diacrylate C=CC(=O)OCCCCCCCCCCOC(=O)C=C